(5-benzyl-4,5-dihydroisoxazol-3-yl)(3-methylphenyl)methanone C(C1=CC=CC=C1)C1CC(=NO1)C(=O)C1=CC(=CC=C1)C